BrC=1CCCC2=C(C1C=1C=C(O[C@H]3CN(CC3)CCCF)C=CC1)C=CC=C2 (R)-3-(3-(8-bromo-6,7-dihydro-5H-benzo[7]annulen-9-yl)phenoxy)-1-(3-fluoropropyl)pyrrolidine